C(C1=CC=CC=C1)OC(C(CO)C1CCCC1)=O 3-hydroxy-2-cyclopentylpropanoic acid benzyl ester